(E)-methyl 7-(1-(2-((1S,2R,4R)-bicyclo[2.2.1]heptan-2-ylamino)-2-oxoethyl)-2-oxo-1,2-dihydropyridin-3-ylamino)-6-(4-methyl-2-(trifluoromethyl)thiazole-5-carboxamido)-7-oxohept-2-enoate [C@H]12[C@@H](C[C@H](CC1)C2)NC(CN2C(C(=CC=C2)NC(C(CC/C=C/C(=O)OC)NC(=O)C2=C(N=C(S2)C(F)(F)F)C)=O)=O)=O